1-ethyl-2-(hydroxy-diphenyl-methyl)-5-methoxy-1H-imidazo[4,5-b]pyridine-6-carbonitrile C(C)N1C(=NC2=NC(=C(C=C21)C#N)OC)C(C2=CC=CC=C2)(C2=CC=CC=C2)O